(methacrylic acid) sodium ethanesulfonate C(C)S(=O)(=O)[O-].[Na+].C(C(=C)C)(=O)O